4-(1-(methylsulfonyl)-1,2,3,6-tetrahydropyridin-4-yl)isoindolin CS(=O)(=O)N1CCC(=CC1)C1=C2CNCC2=CC=C1